Sodium Beta-Glycerophosphate C(C(CO)OP(=O)([O-])[O-])O.[Na+].[Na+]